3-(3-chlorophenyl)pyrimido[1,2-a]benzimidazole ClC=1C=C(C=CC1)C=1C=NC2=NC3=C(N2C1)C=CC=C3